NC1=CC(=C(OC=2C=C(C(NN2)=O)C2(CC2)C)C(=C1)Cl)Cl 6-(4-amino-2,6-dichlorophenoxy)-4-(1-methylcyclopropyl)pyridazin-3(2H)-one